CN1C(=NC=C1C(=O)NC1=CC(=NC=C1)C(F)(F)F)C1=C2C=CNC(C2=CC=C1)=O 1-methyl-2-(1-oxo-1,2-dihydroisoquinolin-5-yl)-N-(2-(trifluoromethyl)pyridin-4-yl)-1H-imidazole-5-carboxamide